6-Fluoro-2-(3-morpholin-4-yl-propyl)-3-oxa-2,3-dihydro-1H-isoindole-4-carbonitrile FC=1C=C(C=2ON(CC2C1)CCCN1CCOCC1)C#N